N-[[6-(Cyclopentoxy)-2-pyridyl]sulfonyl]-2-(2,2,4-trimethylpyrrolidin-1-yl)pyridin-3-carboxamid C1(CCCC1)OC1=CC=CC(=N1)S(=O)(=O)NC(=O)C=1C(=NC=CC1)N1C(CC(C1)C)(C)C